5,8-dichloro-1-(2,6-dichloro-4-iodophenyl)-2-methyl-1,6-naphthyridin-4(1H)-one ClC1=C2C(C=C(N(C2=C(C=N1)Cl)C1=C(C=C(C=C1Cl)I)Cl)C)=O